6-bromo-2-cyclopropyl-N-(2-methoxy-3-(1-methyl-1H-1,2,4-triazol-3-yl)phenyl)-3H-imidazo[4,5-b]Pyridin-7-amine BrC=1C(=C2C(=NC1)NC(=N2)C2CC2)NC2=C(C(=CC=C2)C2=NN(C=N2)C)OC